2-(2-methyloxazol-5-yl)-N-[4-[3-(2-pyridyl)-1H-pyrrolo[3,2-b]pyridin-2-yl]-2-pyridyl]acetamide CC=1OC(=CN1)CC(=O)NC1=NC=CC(=C1)C1=C(C2=NC=CC=C2N1)C1=NC=CC=C1